3,3,3-trifluoro-2-methoxy-2-phenylpropanoic acid FC(C(C(=O)O)(C1=CC=CC=C1)OC)(F)F